(S)-1-(4-((2S,4R)-1-acetyl-4-(4-chlorophenyl)Phenyl)-2-methyl-1,2,3,4-tetrahydroquinolin-6-yl-phenyl)-12-(tert-butyl)-1,10-dioxo-5,8-dioxa-2,11-Diazatridecane C(C)(=O)C1(CC=C(C=C1)C1=CC=C(C=C1)Cl)C1CC(NC2=CC=C(C=C12)C1=C(C=CC=C1)C(NCCOCCOCC(N[C@@H](C)C(C)(C)C)=O)=O)C